C(CCCCCCCC\C=C\C=C\CCC)O (E,E)-10,12-hexadecadienol